methyl 3'-nitro-[1,1'-biphenyl]-4-carboxylate [N+](=O)([O-])C=1C=C(C=CC1)C1=CC=C(C=C1)C(=O)OC